β-aminosebacic acid NC(CC(=O)O)CCCCCCC(=O)O